FC=1C(=NC(=CC1)F)C(=O)N\N=C\[C@]1([C@@H](N2C(C[C@H]2S1(=O)=O)=O)C(=O)O)C (2S,3R,5R)-3-((E)-(2-(3,6-difluoropicolinoyl)hydrazono)methyl)-3-methyl-7-oxo-4-thia-1-azabicyclo[3.2.0]heptane-2-carboxylic acid 4,4-dioxide